L-leucyl-p-nitrobenzene N[C@@H](CC(C)C)C(=O)C1=CC=C(C=C1)[N+](=O)[O-]